1,2-bis(triethoxysilyl)ethyl-silicon C(C)O[Si](C(C[Si](OCC)(OCC)OCC)[Si])(OCC)OCC